OC1N(C(N(C1C)OC)=O)C1=NC=CC(=C1)C(F)(F)F 4-Hydroxy-1-methoxy-5-methyl-3-[4-(trifluoromethyl)pyridin-2-yl]imidazolidin-2-on